BrC1=C(N)C(=CC(=C1)C(C)(C)C)Br 2,6-dibromo-4-(t-butyl)aniline